N-(3-(2-((4-(bis(2-methoxyethyl)amino)cyclohexyl)amino)quinazolin-6-yl)-2,4-difluorophenyl)-6-chloro-1-hydroxy-2,3-dihydro-1H-indene-4-sulfonamide COCCN(C1CCC(CC1)NC1=NC2=CC=C(C=C2C=N1)C=1C(=C(C=CC1F)NS(=O)(=O)C=1C=2CCC(C2C=C(C1)Cl)O)F)CCOC